ClC1=C2N=CC=NC2=C(C=C1)OCC(=O)OC methyl 5-chloro-quinoxalin-8-oxy-acetate